BrC1=CC=C(C=C1)N1C2=CC=CC=C2C=2CCCCC12 9-(4-bromophenyl)-1,2,3,4-tetrahydrocarbazole